6-isopropyl-2-methoxypyrazine C(C)(C)C1=CN=CC(=N1)OC